(R)-6-ethyl-5-(8-methoxy-[1,2,4]triazolo[1,5-a]pyridin-6-yl)-1-(1-(2-methoxyethyl)piperidin-3-yl)-1,3-dihydro-2H-benzo[d]imidazol-2-one C(C)C=1C(=CC2=C(N(C(N2)=O)[C@H]2CN(CCC2)CCOC)C1)C=1C=C(C=2N(C1)N=CN2)OC